[Co].[Sr].[La] lanthanum-strontium-cobalt